C(CCCCCCC)OC(CCCCCCCCC(=O)OCCCCCCCC)=O.C(\C=C\C(=O)OCCCCCC)(=O)OCCCCCC dihexyl fumarate dioctyl-sebacate